N-(3-amino-5-bromophenyl)methanesulfonamide NC=1C=C(C=C(C1)Br)NS(=O)(=O)C